3,6-diamino-9-[4-(4-trans-heptyl-cyclohexyl)phenyl]-carbazole NC=1C=CC=2N(C3=CC=C(C=C3C2C1)N)C1=CC=C(C=C1)C1(CCCCC1)CCCCCCC